t-butyl 3-(6-methyl-3-(4-(methylcarbamoyl)phenyl)-4-oxo-3,4,5,6,7,8-hexahydropyrido[3,4-d]pyrimidin-2-yl)pyrrolidine-1-carboxylate CC1CC2=C(N=C(N(C2=O)C2=CC=C(C=C2)C(NC)=O)C2CN(CC2)C(=O)OC(C)(C)C)CN1